C(C=C)(=O)[NH-] acryloylamide